F[C@H]1CCN(C1)C(CC(F)(F)F)=O (3R,4S)-4-fluoro-1-(3,3,3-trifluoropropanoyl)pyrrolidin